Tertbutyl 4-(6-((4-cyano-2-fluorobenzyl)oxy)-4-(methoxymethyl)pyridin-2-yl)piperidin-1-formate C(#N)C1=CC(=C(COC2=CC(=CC(=N2)C2CCN(CC2)C(=O)OC(C)(C)C)COC)C=C1)F